C(C=C)N1N(C2=NC(=NC=C2C1=O)NC=1C=C2C=NN(C2=CC1)C(=O)OC(C)(C)C)C1=NC(=CC=C1)OC1CCN(CC1)C tert-butyl 5-((2-allyl-1-(6-((1-methylpiperidin-4-yl)oxy)pyridin-2-yl)-3-oxo-2,3-dihydro-1H-pyrazolo[3,4-d]pyrimidin-6-yl)amino)-1H-indazole-1-carboxylate